FC1(CCC2=C1N=C(N=C2C2=CC(=C(C(=O)N)C=C2)OC(F)(F)F)N2[C@H]([C@@H](C2)O)C)F 4-(7,7-difluoro-2-((2S,3R)-3-hydroxy-2-methylazetidin-1-yl)-6,7-dihydro-5H-cyclopenta[d]pyrimidin-4-yl)-2-(trifluoromethoxy)benzamide